C(=O)(O)C1=C(C=CC=C1)C=1C2=CC=C(N2)C(=C2C=CC(C(=C3C=CC(=C(C=4C=CC1N4)C4=C(C=CC=C4)C(=O)O)N3)C3=C(C=CC=C3)C(=O)O)=N2)C2=C(C=CC=C2)C(=O)O 5,10,15,20-tetra-(carboxyphenyl)porphyrin